(S)-5-cyclopropyl-6-ethyl-3-((5-(2-(2-(methylamino)propanamido)ethyl)pyridin-3-yl)amino)pyrazine-2-carboxamide hydrochloride Cl.C1(CC1)C=1N=C(C(=NC1CC)C(=O)N)NC=1C=NC=C(C1)CCNC([C@H](C)NC)=O